C12(CC(C1)C2)S(=O)(=O)NCCCCCCCCCCCCCCCC(=O)OC methyl 16-(bicyclo[1.1.1]pentane-1-sulfonamido)hexadecanoate